(S)-2-((4-(2-(5-Chloropyridin-2-yl)-2-methylbenzo[d][1,3]dioxol-4-yl)piperidin-1-yl)methyl)-4-(1,1-difluoroethyl)-1-methyl-1H-benzo[d]imidazole-6-carboxylic acid ClC=1C=CC(=NC1)[C@@]1(OC2=C(O1)C=CC=C2C2CCN(CC2)CC2=NC1=C(N2C)C=C(C=C1C(C)(F)F)C(=O)O)C